NC1=NC(=CC(=N1)N1CCC2(C[C@H](NC2)C(=O)OCC)CC1)O[C@@H](C(F)(F)F)C1=C(C=C(C=C1)Cl)C1=CC(=C(C=C1)C)Cl (S)-ethyl 8-(2-amino-6-((R)-1-(3',5-dichloro-4'-methyl-[1,1'-biphenyl]-2-yl)-2,2,2-trifluoroethoxy)pyrimidin-4-yl)-2,8-diazaspiro[4.5]decane-3-carboxylate